ClC(C(=O)NC(NC1=C(C(=O)[O-])C=CC=N1)=O)(Cl)Cl (3-(2,2,2-trichloroacetyl)ureido)nicotinate